difluoro diketone FC(C(=O)F)=O